ClC=1C=C2CCC[C@]3(C2=CC1)CN(C1=C(OC3)C=CC(=C1)C(=O)OC(C)(C)C)C[C@H]1[C@@H](CC1)[C@H](CCC=C)O (S)-TERT-BUTYL 6'-CHLORO-5-(((1R,2R)-2-((S)-1-HYDROXYPENT-4-EN-1-YL)CYCLOBUTYL)METHYL)-3',4,4',5-TETRAHYDRO-2H,2'H-SPIRO[BENZO[B][1,4]OXAZEPINE-3,1'-NAPHTHALENE]-7-CARBOXYLATE